NC1=C(C2=C(S1)CSC21CN(C1)C1=NC(=NC(=N1)N(C)C(C)C=1C(=NC=CC1)N)OCC1(CC1)CN1CCOCC1)C#N 2-amino-1'-[4-[1-(2-amino-3-pyridyl)ethyl-methyl-amino]-6-[[1-(morpholinomethyl)cyclopropyl]methoxy]-1,3,5-triazin-2-yl]spiro[6H-thieno[3,4-b]thiophene-4,3'-azetidine]-3-carbonitrile